3-formyl-4-(prop-2-en-1-yl)furan C(=O)C1=COC=C1CC=C